C(C)(C)(C)OC(=O)NC1CN(C1)C1=CC(=NC=C1)NC(NC1CCN(CC1)C(=O)OCC1=CC=CC=C1)=O benzyl 4-(3-(4-(3-((tert-butoxycarbonyl)amino)azetidin-1-yl)pyridin-2-yl)ureido)piperidine-1-carboxylate